2-(4-(6-((4-Chloro-2-Fluorobenzyl)Oxy)Pyridin-2-yl)Cyclohex-3-en-1-yl)Acetaldehyde ClC1=CC(=C(COC2=CC=CC(=N2)C2=CCC(CC2)CC=O)C=C1)F